4,4'-(isopropylidenediphenyl) bis(diphenyl phosphate) CC(C)(C1=CC=C(C=C1)OP(=O)(OC2=CC=CC=C2)OC3=CC=CC=C3)C4=CC=C(C=C4)OP(=O)(OC5=CC=CC=C5)OC6=CC=CC=C6